NC1=CC=C(C=C1)C1=NC=C(C=N1)C1=CC=C(C=C1)N 2,5-bis(4-aminophenyl)-pyrimidine